C(C)(C)(C)OC(NC1CC=C(CC1)B1OC(C(O1)(C)C)(C)C)=O (4-(4,4,5,5-tetramethyl-1,3,2-dioxaborolan-2-yl)cyclohex-3-en-1-yl)carbamic acid tert-butyl ester